C(N)(=O)OC[C@H](N)CC1=CC=CC=C1 O-carbamoyl-(D)-phenylalaninol